C(C)(C)(C)C=1C=C(C=C(C1O)CC1=CC(=C(C(=C1)C(C)(C)C)O)C(C)(C)C)CCC(=O)OCCOCCOC(CCC1=CC(=C(C(=C1)CC1=CC(=C(C(=C1)C(C)(C)C)O)C(C)(C)C)O)C(C)(C)C)=O Oxobis(ethane-2,1-diyl) bis(3-(3-(tert-butyl)-5-(3,5-di-tert-butyl-4-hydroxybenzyl)-4-hydroxyphenyl) propionate)